zincacetyl acetate C(C)(=O)O[Zn]CCCCCCCCCCCCCCC